C(CCC)C=1N(C2=C(C=[N+](C=3C=CC=CC23)[O-])N1)CC1=CC=C(C=C1)OC 2-butyl-1-(4-methoxybenzyl)-1H-imidazo[4,5-c]quinoline 5-oxide